C(C)N1N=CC(=C1)C(=O)N 1-ethyl-1H-pyrazole-4-carboxamide